2,6-Di-tert-butyl-p-(dimethylaminomethyl)phenol C(C)(C)(C)C1=C(C(=CC(=C1)CN(C)C)C(C)(C)C)O